N[C@H](C(=O)N1CC(CCC1)C(=O)N)C[Se]CC1=CC(=C(C=C1)OC)C 1-((R)-2-amino-3-((4-methoxy-3-methylbenzyl)selanyl)propionyl)piperidine-3-carboxamide